tert-butyl 2-(3-fluoropyridin-2-yl)-4-methylenepyrazoline-1-carboxylate FC=1C(=NC=CC1)N1N(CC(C1)=C)C(=O)OC(C)(C)C